FC1=C(C(=CC(=C1)N1CCCC1)F)CCN1C[C@@H](C([C@@H](C1)O)O)O (3S,4r,5R)-1-(2,6-difluoro-4-(pyrrolidin-1-yl)phenylethyl)piperidine-3,4,5-triol